dimethyl(2-methyl-4-(naphthalen-1-yl)-1,5,6,7-tetrahydro-s-indacen-1-yl)(2,3,4,5-tetramethylcyclopenta-2,4-dien-1-yl)silane C[Si](C1C(=C(C(=C1C)C)C)C)(C1C(=CC2=C(C=3CCCC3C=C12)C1=CC=CC2=CC=CC=C12)C)C